2-benzoyl-2-(dimethylamino)-1-[4-(4-morpholinyl)phenyl]-1-butanone C(C1=CC=CC=C1)(=O)C(C(=O)C1=CC=C(C=C1)N1CCOCC1)(CC)N(C)C